C1(=CC=CC=C1)C1=C([Se]C2=C1C=CC=C2)C2=C(C=CC=C2)C2=NN=NC(=C2C2=C(C=CC=C2)C2=CC=CC=C2)C2=CC=CC=C2 phenyl-{[phenyl(biphenylyl)triazinyl]Phenyl}benzoselenophene